ClC=1C(=NC(=CC1)C1=C(C=C(C=C1S(=O)C)C(F)(F)F)Cl)C(=O)OC Methyl 3-chloro-6-(2-chloro-6-(methylsulfinyl)-4-(trifluoromethyl) phenyl)picolinate